C(C=C)(=O)OCCCCCCOC(C=1C(C(=O)[O-])=CC(C(=O)[O-])=CC1)=O acryloxyhexyltrimellitate